3-[3-(4-Fluoro-benzyl)-3H-imidazo[4,5-b]pyridin-2-yl]-N-[2-hydroxy-1-(4-trifluoromethoxy-phenyl)-ethyl]-propionamide FC1=CC=C(CN2C(=NC=3C2=NC=CC3)CCC(=O)NC(CO)C3=CC=C(C=C3)OC(F)(F)F)C=C1